1-vinyldecahydronaphthalen-1-yl acetate C(C)(=O)OC1(CCCC2CCCCC12)C=C